3-(1H-pyrazol-5-yl)-2-((((CIS)-4-(2,3,6-trifluorophenyl)cyclohexyl)oxy)methyl-piperidin-1-yl)-2-hydroxyethan-1-one N1N=CC=C1C1C(N(CCC1)C(C=O)O)CO[C@@H]1CC[C@@H](CC1)C1=C(C(=CC=C1F)F)F